C(C=C)(=O)NCC(C)(C)S(=O)(=O)O acrylamido-tert-butyl-sulfonic acid